NC1=NC(=C(C(=N1)Cl)C=O)N1CCOCC1 2-AMINO-4-CHLORO-6-MORPHOLIN-4-YLPYRIMIDINE-5-CARBALDEHYDE